N=1N=CN(C1)C1=CC(=C2C=NNC2=C1)N1CC(C1)OCCCCNCC=1C=C(C=C(C1)Cl)CC#N 2-(3-(((4-((1-(6-(4H-1,2,4-triazol-4-yl)-1H-indazol-4-yl)azetidin-3-yl)oxy)butyl)amino)methyl)-5-chlorophenyl)acetonitrile